C(CCCCCCN1C(C(C2=C(C=CC(=C12)C)C)(O)CC(C(=O)OC)=C)=O)N1C(C(C2=C(C=CC(=C12)C)C)(O)CC(C(=O)OC)=C)=O Dimethyl 2,2'-((heptane-1,7-diylbis(3-hydroxy-4,7-dimethyl-2-oxoindoline-1,3-diyl))bis(methylene))diacrylate